bornyl-(bornane) C12(C(CC(CC1)C2(C)C)C2C1(CCC(C2)C1(C)C)C)C